N-(4-(4-amino-7-ethyl-5-(4-((6-methylpyridin-2-yl)oxy)phenyl)-7H-pyrrolo[2,3-d]pyrimidin-6-yl)phenyl)methacrylamide NC=1C2=C(N=CN1)N(C(=C2C2=CC=C(C=C2)OC2=NC(=CC=C2)C)C2=CC=C(C=C2)NC(C(=C)C)=O)CC